(R)-(1,3-Dimethyl-azetidin-3-yl)-[(1S,4S)-5-(2-oxa-5-aza-bicyclo[2.2.1]hept-5-yl)-pyridin-3-yl]-[4-(1-trifluoromethyl-cyclopropyl)-phenyl]-methanol CN1CC(C1)(C)[C@](O)(C1=CC=C(C=C1)C1(CC1)C(F)(F)F)C=1C=NC=C(C1)N1[C@@H]2CO[C@H](C1)C2